NC(C(CCC(=O)OC)N1C(C2=CC=CC(=C2C1)Br)=O)=O methyl 5-amino-4-(4-bromo-1-oxoisoindolin-2-yl)-5-oxopentanoate